CNC1=NOC=2C1=NC=C(C2)N2C=CN=CC=C2 5-(3-(methylamino)isoxazolo[4,5-b]pyridin-6-yl)-2,5-diazepine